ClC=1C=C2C=C(C(NC2=CC1OC)=O)CNC=1C(N(C=CC1)C)=O 6-chloro-7-methoxy-3-{[(1-methyl-2-oxo-1,2-dihydropyridin-3-yl)amino]methyl}-1,2-dihydroquinolin-2-one